C1(CC1)C=1N=CN(C1)C=1C(=C(SC1)Cl)C(=O)O (4-cyclopropyl-1H-imidazol-1-yl)-2-chlorothiophene-3-carboxylic acid